(R)- or (S)-N-(4-Cyanobenzyl)-1-methyl-7-oxo-6-((1-((tetrahydrofuran-3-yl)sulfonyl)cyclopropyl)methyl)-4,5,6,7-tetrahydro-1H-pyrazolo[3,4-c]pyridine-3-carboxamide C(#N)C1=CC=C(CNC(=O)C2=NN(C=3C(N(CCC32)CC3(CC3)S(=O)(=O)[C@H]3COCC3)=O)C)C=C1 |o1:26|